N1N=NC(=C1)CCCC(=O)N triazole-butyramide